N1C=C(C=2C1=NC=CC2)C=2SC=C(N2)C=2C=C(C=CC2)[C@@](C)(O)C2=NC=CC=C2 (R,S)-1-(3-(2-(1H-pyrrolo[2,3-b]pyridin-3-yl)thiazol-4-yl)phenyl)-1-(pyridin-2-yl)ethan-1-ol